5-((5-Chloropyridin-2-yl)oxy)-2-methoxyaniline ClC=1C=CC(=NC1)OC=1C=CC(=C(N)C1)OC